FC1=C(C=C(C=C1)CC1CCNCC1)NC1=NC=CC(=N1)NC1=CN=NC2=C(C=CC=C12)C N2-(2-fluoro-5-(piperidin-4-ylmethyl)phenyl)-N4-(8-methylcinnolin-4-yl)pyrimidine-2,4-diamine